OC(CCCCCCCC(=O)OC(CCCCCCCC)CCCCCCCC)CCCCCCCC Heptadecan-9-Yl 9-Hydroxyheptadecanoate